C(C1=CC=CC=C1)OC1=C(C(=CC(=C1)O)O)C(=O)N1CC2=C(C=C(C=C2CC1)OCCOC)NC (2-(Benzyloxy)-4,6-dihydroxyphenyl)(6-(2-methoxyethoxy)-8-(methylamino)-3,4-dihydroisoquinolin-2(1H)-yl)methanone